COC1=CC=C(C=C1)CN1C(C=2N(C=C1CN1CCN(CC1)C1=NC=CC=C1)C(=NC2)C2CCOCC2)=O 7-[(4-methoxyphenyl)methyl]-6-[[4-(2-pyridinyl)piperazin-1-yl]methyl]-3-tetrahydropyran-4-yl-imidazo[1,5-a]pyrazin-8-one